NC1=NOC2=C1C(=CC(=C2)C(=O)OC)OCC2=CC=CC=C2 methyl 3-amino-4-(benzyloxy)benzo[d]isoxazole-6-carboxylate